C(CC)CS(=O)(=O)ON1CCCC2=C1N=C(N=C2Cl)Cl (2,4-dichloro-6,7-dihydropyrido[2,3-d]pyrimidin-8(5H)-yl) propylmethanesulfonate